C(C=C)C(CO)(CO)CCC 2-allyl-2-propyl-1,3-propanediol